NC1=CC=C(C=C1)C1=C(C2=C(N(C(N(C2=O)C=2N=NC(=CC2)OCC2COC2)=O)CC2=C(C=CC=C2F)F)S1)CN(C)C 6-(4-aminophenyl)-1-(2,6-difluorobenzyl)-5-((dimethylamino)methyl)-3-(6-(oxetan-3-ylmethoxy)pyridazin-3-yl)thieno[2,3-d]pyrimidine-2,4(1h,3h)-dione